F[B-](F)(F)F.COC1=CC=C(CN2C(C=C(C=C2C2=CC=CC=C2)C2=CC=CC=C2)C2=CC=CC=C2)C=C1 1-(4-methoxybenzyl)-2,4,6-triphenylpyridine tetrafluoroborate